2,4-dimercaptopyrimidine rubidium salt [Rb].SC1=NC=CC(=N1)S